4-(2-methyl-3-oxo-2,3-dihydro[1,2,4]triazolo[4,3-a]pyridin-7-yl)-N-propyl-3,4-dihydro-2H-pyrido[3,2-b][1,4]oxazine-7-carboxamide CN1N=C2N(C=CC(=C2)N2C3=C(OCC2)C=C(C=N3)C(=O)NCCC)C1=O